(S)-benzyl 2-cyano-6-(4-(methoxycarbonyl)phenyl)-7-azaspiro[3.5]nonane-7-carboxylate C(#N)C1CC2(C1)C[C@H](N(CC2)C(=O)OCC2=CC=CC=C2)C2=CC=C(C=C2)C(=O)OC